(S)-2-((7-((2-chlorobenzyl)oxy)-3,4-dihydroisoquinoline-2(1H)-yl)methyl)-1-((oxetan-2-yl)methyl)-1H-benzo[d]Imidazole-6-carboxylic acid ClC1=C(COC2=CC=C3CCN(CC3=C2)CC2=NC3=C(N2C[C@H]2OCC2)C=C(C=C3)C(=O)O)C=CC=C1